The molecule is a lipid A derivative that consists of a branched dodecasaccharide made up from four galactose, five glucose, one N-acetylglucosamine and two Kdo (one at the reducing end) units connected to lipid A via an alpha-(2->6)-linkage. It is a member of lipid As and a dodecanoate ester. CCCCCCCCCCCCCC(=O)O[C@H](CCCCCCCCCCC)CC(=O)O[C@@H]1[C@H]([C@@H](O[C@@H]([C@H]1OP(=O)(O)O)CO[C@@]2(C[C@H]([C@H]([C@H](O2)[C@@H](CO)O)O[C@@H]3[C@@H]([C@H]([C@@H]([C@H](O3)CO[C@H]4[C@@H]([C@H]([C@@H]([C@H](O4)CO)O)O)O[C@@H]5[C@@H]([C@H]([C@@H]([C@H](O5)CO)O[C@H]6[C@@H]([C@H]([C@H]([C@H](O6)CO)O[C@@H]7[C@@H]([C@H]([C@H]([C@H](O7)CO)O)O)O)O)O)O)O)O[C@H]8[C@@H]([C@H]([C@@H]([C@H](O8)CO)O)O)O[C@@H]9[C@@H]([C@H]([C@@H]([C@H](O9)CO)O[C@H]1[C@@H]([C@H]([C@H]([C@H](O1)CO)O[C@@H]1[C@@H]([C@H]([C@H]([C@H](O1)CO)O)O)O)O)O)O)NC(=O)C)O[C@H]1[C@@H]([C@H]([C@@H]([C@H](O1)CO)O)O)O)O)O[C@@]1(C[C@H]([C@H]([C@H](O1)[C@@H](CO)O)O)O)C(=O)O)C(=O)O)OC[C@@H]1[C@H]([C@@H]([C@H]([C@H](O1)OP(=O)(O)O)NC(=O)C[C@@H](CCCCCCCCCCC)O)OC(=O)C[C@@H](CCCCCCCCCCC)O)O)NC(=O)C[C@@H](CCCCCCCCCCC)OC(=O)CCCCCCCCCCC